(1,2-benzoxazol-3-yl)benzene-1-sulfonamide O1N=C(C2=C1C=CC=C2)C2=C(C=CC=C2)S(=O)(=O)N